[1,1':3',1'']-terphenyl C1(=CC=CC=C1)C1=CC(=CC=C1)C1=CC=CC=C1